1-(4-Methyl-5-(2-(methylamino)pyrimidin-4-yl)thiazol-2-yl)-3-(4-(trifluoromethyl)phenyl)urea CC=1N=C(SC1C1=NC(=NC=C1)NC)NC(=O)NC1=CC=C(C=C1)C(F)(F)F